1-(10-((4-(benzylthio)phenyl)amino)-2,3-dihydro-4H-[1,4]oxazino[2,3-f]quinazolin-4-yl)prop-2-en-1-one C(C1=CC=CC=C1)SC1=CC=C(C=C1)NC1=NC=NC2=CC=C3C(=C12)OCCN3C(C=C)=O